NC=1C=C(C(=O)NCCN(C)C)C=C(C1)SC(C(F)(F)F)(F)F 3-amino-N-(2-(dimethylamino)ethyl)-5-(pentafluoroethyl-thio)benzamide